6-((2-hydroxyethyl)amino)pyrazin OCCNC1=CN=CC=N1